4,5-dihydroxyl-4,5-dihydrophthalic acid OC1C=C(C(C(=O)O)=CC1O)C(=O)O